1,3-bis(4-trifluoromethylphenyl)propane-1,3-dione FC(C1=CC=C(C=C1)C(CC(=O)C1=CC=C(C=C1)C(F)(F)F)=O)(F)F